O1C(=CC2=C1C=CC=C2)C(O)([2H])[2H] benzofuran-2-ylmethan-d2-ol